7-(azetidin-3-yl)-1'-[3-chloro-2-(trifluoromethyl)phenyl]-2-(2-ethoxypyridin-3-yl)spiro[6H-1,7-naphthyridine-5,4'-piperidine]-8-one N1CC(C1)N1CC2(CCN(CC2)C2=C(C(=CC=C2)Cl)C(F)(F)F)C=2C=CC(=NC2C1=O)C=1C(=NC=CC1)OCC